6-[4-[[4-(5-Ethoxypyridin-3-yl)thiophen-2-yl]methyl]piperazin-1-yl]-N-(3,3,3-trifluoropropylsulfonyl)pyridazine-3-carboxamide C(C)OC=1C=C(C=NC1)C=1C=C(SC1)CN1CCN(CC1)C1=CC=C(N=N1)C(=O)NS(=O)(=O)CCC(F)(F)F